(R)-4-ethoxy-6-(1-(5-(3-methyl-1-(methylsulfonyl)-1H-pyrazol-4-yl)-7-((2-methyl-1H-imidazol-1-yl)methyl)-1-oxo-3,4-dihydroisoquinolin-2(1H)-yl)ethyl)nicotinonitrile C(C)OC1=CC(=NC=C1C#N)[C@@H](C)N1C(C2=CC(=CC(=C2CC1)C=1C(=NN(C1)S(=O)(=O)C)C)CN1C(=NC=C1)C)=O